C(C1=CC=CC=C1)OC=1C(C(=CN2[C@H]3C(CC[C@@H](N(C(C12)=O)C3)C)(C)O)C(=O)NCC3=C(C=C(C=C3)F)F)=O (1R,10S)-6-benzyloxy-N-[(2,4-difluorophenyl)methyl]-13-hydroxy-10,13-dimethyl-5,8-dioxo-2,9-diazatricyclo[7.4.1.02,7]tetradeca-3,6-diene-4-carboxamide